N-(4-fluorophenyl)-3-(4-(4-(hydroxymethyl)-6-methoxypyridin-3-yl)phenyl)oxetan-3-carboxamide FC1=CC=C(C=C1)NC(=O)C1(COC1)C1=CC=C(C=C1)C=1C=NC(=CC1CO)OC